6-(4-[3-oxa-6-azabicyclo[3.1.1]hept-6-ylmethyl]phenyl)-4-[(3S)-piperidin-3-ylamino]pyrido[3,2-d]pyrimidine-8-carboxamide C12COCC(N1CC1=CC=C(C=C1)C=1C=C(C=3N=CN=C(C3N1)N[C@@H]1CNCCC1)C(=O)N)C2